gamma-(2,3-epoxypropoxy)-propyltrimethoxysilane C(C1CO1)OCCC[Si](OC)(OC)OC